2,5-dioxopyrrolidin-1-yl 3-bromo-1-(3-chloropyridin-2-yl)-1H-pyrazole-5-carboxylate BrC1=NN(C(=C1)C(=O)ON1C(CCC1=O)=O)C1=NC=CC=C1Cl